4-cyclopropyl-5-iodo-1-isopropyl-1H-pyrazole C1(CC1)C=1C=NN(C1I)C(C)C